C(C=C)(=O)N1C[C@@H](N(CC1)C=1C2=C(N(C(N1)=O)C1=C(C=CC=C1C)OC)N=C(C(=C2)F)C2=C(C=CC=C2)F)C 4-((S)-4-propenoyl-2-methylpiperazin-1-yl)-6-fluoro-7-(2-fluorophenyl)-1-(2-methoxy-6-methylphenyl)pyrido[2,3-d]pyrimidin-2(1H)-one